O1C(CCCC1)O[C@@H](COCCCCNC(OC(C)(C)C)=O)C Tert-butyl (4-((2R)-2-((tetrahydro-2H-pyran-2-yl)oxy)propoxy)butyl)carbamate